6-[[(3R)-1-Ethyl-3-piperidyl]amino]-3-[2-hydroxy-4-(trifluoromethyl)-phenyl]-4-methyl-1,2,4-triazin-5-one C(C)N1C[C@@H](CCC1)NC=1C(N(C(=NN1)C1=C(C=C(C=C1)C(F)(F)F)O)C)=O